carbazol-2(3H)-one C=1C(CC=C2C3=CC=CC=C3NC12)=O